FC1=C(C(=O)C2=C(SC3=C2OCCCC3)NC([C@H](C)NC(OC(C)(C)C)=O)=O)C(=CC=C1)F tert-butyl N-[(1S)-2-[[3-(2,6-difluorobenzoyl)-5,6,7,8-tetrahydrothieno[3,2-b]oxepin-2-yl]amino]-1-methyl-2-oxo-ethyl]carbamate